1-(1,2,3,4-Tetrahydroisoquinolin-6-yl)dihydropyrimidine-2,4(1H,3H)-dione C1NCCC2=CC(=CC=C12)N1C(NC(CC1)=O)=O